FC=1C(=NC=C(C(=O)N)C1)OC(C)C 5-fluoro-6-isopropoxynicotinamide